C12(C(=O)CC(CC1)C2(C)C)CS(=O)(=O)[O-] (-)-camphorsulfonate